COC(=O)C=1C(=C2CCN(CC2=C(N1)C)C(=O)OC(C)(C)C)C#N 5-cyano-8-methyl-3,4-dihydro-1H-[2,7]naphthyridine-2,6-dicarboxylic acid 2-tert-butyl ester 6-methyl ester